C(C)(C)(C)OC(=O)N1CCC2(CCC(C2N[S@](=O)C(C)(C)C)F)CC1 1-((R)-1,1-dimethylethylsulfinylamino)-2-fluoro-8-azaspiro[4.5]decane-8-carboxylic acid tert-butyl ester